FC=1C=C(C=CC1F)N1C(CCC[C@H]1C1=NC2=C(N1[C@@H]1CC[C@H](CC1)O)C=CC(=C2)C2=C(C=NN2C)C)=O (S)-1-(3,4-difluorophenyl)-6-(5-(1,4-dimethyl-1H-pyrazol-5-yl)-1-(trans-4-hydroxycyclohexyl)-1H-benzo[d]imidazol-2-yl)piperidin-2-one